N1C=C(C=2C=NC=CC21)CC(CCCC)NC(=O)C2=CC1=C(S2)C=C(C=C1)N1CCN(CC1)C N-(1-(1H-pyrrolo[3,2-c]pyridin-3-yl)hexane-2-yl)-6-(4-methylpiperazin-1-yl)benzo[b]Thiophene-2-carboxamide